methylsulfonyl-[3-[(1R)-3-[4-(2-pyridyl)-1-piperidyl]-1-[[(6S)-6-tert-butyl-5,6,7,8-tetrahydrothieno[2,3-b]quinoline-2-carbonyl]amino]propyl]phenyl]azanide CS(=O)(=O)[N-]C1=CC(=CC=C1)[C@@H](CCN1CCC(CC1)C1=NC=CC=C1)NC(=O)C1=CC=2C(=NC=3CC[C@@H](CC3C2)C(C)(C)C)S1